N-(5-cyclopentyloxazol-2-yl)-2-(3-methylisoxazol-5-yl)acetamide C1(CCCC1)C1=CN=C(O1)NC(CC1=CC(=NO1)C)=O